NC1=NC(=CC(=N1)C=1N=NN(C1)CC1=CC=CC(=N1)[C@H](C)N1C[C@H](CCC1)C(=O)O)C1=CC(=CC=C1)C#N (S)-1-[(S)-1-[6-({4-[2-amino-6-(m-cyanophenyl)-4-pyrimidinyl]-1H-1,2,3-triazol-1-yl}methyl)-2-pyridinyl]ethyl]-3-piperidinecarboxylic acid